N-(4-methylbenzyl)aniline CC1=CC=C(C=C1)CNC2=CC=CC=C2